N-{6-[(3-cyclopropyl-1H-pyrazol-5-yl)amino]-5-methoxy-1,2-benzoxazol-3-yl}-2,6-dimethoxy-4-[(4-methoxypiperidin-1-yl)methyl]benzene-1-sulfonamide C1(CC1)C1=NNC(=C1)NC1=CC2=C(C(=NO2)NS(=O)(=O)C2=C(C=C(C=C2OC)CN2CCC(CC2)OC)OC)C=C1OC